O1COC2=C1C=CC(=C2)CC(C=O)C 3-(1,3-Benzodioxol-5-yl)-2-methyl-propanal